4-[(E)-[(1,1-dioxo-1,2-benzothiazol-3-yl)-(2,2,2-trifluoroethyl)hydrazono]methyl]-2-methoxy-phenol O=S1(N=C(C2=C1C=CC=C2)N(\N=C\C2=CC(=C(C=C2)O)OC)CC(F)(F)F)=O